methyl 5-(3-cyclopropylphenoxy)pyrazolo[1,5-b]pyridazine-4-carboxylate C1(CC1)C=1C=C(OC2=C(C=3N(N=C2)N=CC3)C(=O)OC)C=CC1